ClC=1C=C(C=CC1)C(C(C)SC1=NN=C(N1)C1=CC=C(C=C1)C)=O 1-(3-chlorophenyl)-2-((5-(p-tolyl)-4H-1,2,4-triazol-3-yl)thio)propan-1-one